COC(CCC=1OC(=CC1)C(NCCOC)=O)=O 3-{5-[(2-methoxyethyl)carbamoyl]Furan-2-yl}propanoic acid methyl ester